C(C)(C)(C)OC(=O)NC(CC(=O)O)CC=1C=C(C=CC1)C1=CC=C(C=C1)OC1=NC=C(C=C1F)C(N)=O 3-((tert-butoxycarbonyl)amino)-4-(4'-((5-carbamoyl-3-fluoropyridin-2-yl)oxy)-(1,1'-biphenyl)-3-yl)butanoic acid